ClC1=CC=C2C(=CNC2=C1)S(=O)(=O)C1=CC(=C(C=C1)OC)N1CCNCC1 6-chloro-3-((4-methoxy-3-(piperazin-1-yl)phenyl)sulfonyl)-1H-indole